CN1C(N(C(C2=C1N=C(C=C2NCC(=O)NC2=CC=CC=C2)N2CCCC2)=O)C)=O 2-{[1,3-dimethyl-2,4-dioxo-7-(pyrrolidin-1-yl)-1,2,3,4-tetrahydropyrido[2,3-d]pyrimidin-5-yl]amino}-N-phenylacetamide